ClC1=CC=C2NC=C(C[C@H](N)C(=O)O)C2=C1 5-chloro-L-tryptophan